[N+](=O)([O-])C=1SC(=CC1)[N+](=O)[O-] 2,5-dinitrothiophene